C[As] methylarsenic